3-(aminomethyl)-5-fluoro-N-phenylaniline NCC=1C=C(NC2=CC=CC=C2)C=C(C1)F